benzyl 3,5-dihydroxybenzoate OC=1C=C(C(=O)OCC2=CC=CC=C2)C=C(C1)O